[N+](=O)([O-])C1=CC=C(C(=O)O[C@@H](CC)C2CCCCC2)C=C1 (S)-1-cyclohexylpropyl 4-nitrobenzoate